C(C)(C)(C)OC(=O)N1CC=2C(CC1)=NN1C2NC(=C1C(N)=O)C1=CC=C(C=C1)OC1=CC=CC=C1 3-carbamoyl-2-(4-phenoxyphenyl)-1,6,7,9-tetrahydro-8H-imidazo[1',2':1,5]Pyrazolo[4,3-c]Pyridine-8-carboxylic acid tert-butyl ester